(R)-N-((3,3-difluoropiperidin-4-yl)methyl)pyrimidin FC1(CNCC[C@@H]1CN1CN=CC=C1)F